6-hydroxy-6-isopropyl-2-(1H-pyrazol-4-yl)-6,7,8,9-tetrahydrothieno[2,3-c]quinolin-4(5H)-one OC1(CCCC=2C3=C(C(NC12)=O)SC(=C3)C=3C=NNC3)C(C)C